ethyl (E)-3-(1-((tert-butoxycarbonyl)amino)cyclopropyl)acrylate C(C)(C)(C)OC(=O)NC1(CC1)/C=C/C(=O)OCC